NN1C=CC=C1 1-Aminopyrrole